C[C@H]1[C@H](CN(CC1)C(=O)OC(C)(C)C)N(C=1C2=C(N=C(N1)NC1=CC=C(C=C1)N1CCN(CC1)C)N(C=C2)S(=O)(=O)C2=CC=C(C)C=C2)C tert-butyl (3R,4R)-4-methyl-3-(methyl(2-((4-(4-methylpiperazin-1-yl)phenyl)amino)-7-tosyl-7H-pyrrolo[2,3-d]pyrimidin-4-yl)amino)piperidine-1-carboxylate